3-(5-Bromopyrazin-2-yl)azetidine-1-carboxylic acid BrC=1N=CC(=NC1)C1CN(C1)C(=O)O